ClC=1C(=C(C=CC1)N(C1=NC=NC2=CC(=C(C=C12)NC1CN(C1)C(=O)[O-])OC)CC1=CC(=C(C=C1)OC)OC)F 3-((4-((3-chloro-2-fluorophenyl)(3,4-dimethoxybenzyl)amino)-7-methoxyquinazolin-6-yl) amino)azetidine-1-carboxylate